S-(4-Chlorobenzyl)diethylcarbamothioate ClC1=CC=C(CS=C(N(CC)CC)[O-])C=C1